(2,6-difluorophenyl)-4-((4-((methylsulfonyl)carbamoyl)phenyl)amino)pyridazine-3-carboxamide FC1=C(C(=CC=C1)F)C=1C(=C(N=NC1)C(=O)N)NC1=CC=C(C=C1)C(NS(=O)(=O)C)=O